C(C)(C)(C)OC(=O)N1C[C@H](CC1)[C@@H](C(=O)OC(C)(C)C)CC1=C(C=CC(=C1)CO)F (R)-3-((S)-1-(tert-butoxy)-3-(2-fluoro-5-(hydroxymethyl)phenyl)-1-oxopropan-2-yl)pyrrolidine-1-carboxylic acid tert-butyl ester